1,5-bis(4-aminophenyl)penta-1,4-diene NC1=CC=C(C=C1)C=CCC=CC1=CC=C(C=C1)N